CC=1C=CC=C2N(CCN(C12)C(=O)OC(C)(C)C)C1=CC2=C(N=C(N=C2)NC=2C=NNC2)N(C1=O)CC\C=C/CCOS(=O)(=O)C1=CC=C(C=C1)C tert-butyl 8-methyl-4-[7-oxo-8-[(Z)-6-(p-tolylsulfonyloxy)hex-3-enyl]-2-(1H-pyrazol-4-ylamino)pyrido[2,3-d]pyrimidin-6-yl]-2,3-dihydroquinoxaline-1-carboxylate